methyl (R)-3-bromo-1-(2-((tert-butoxycarbonyl)amino)propyl)-1H-pyrazole-5-carboxylate BrC1=NN(C(=C1)C(=O)OC)C[C@@H](C)NC(=O)OC(C)(C)C